5-(4-((3-ethyl-2,4-dioxo-1,2,3,4-tetrahydroquinazolin-7-yl)methyl)piperazin-1-yl)-N-methylthiophene-2-carboxamide C(C)N1C(NC2=CC(=CC=C2C1=O)CN1CCN(CC1)C1=CC=C(S1)C(=O)NC)=O